C(C)(C)(C)S(=O)(=O)C1=CC=C(C=C1)S(=O)(=O)NC1=C(C=CC=C1)N1CCCCC1 4-(tert-butylsulfonyl)-N-(2-(piperidin-1-yl)phenyl)benzenesulfonamide